FC(C(=O)O)(F)F.ClC1CC2NC(C1)C2 cis-3-chloro-6-azabicyclo[3.1.1]heptane trifluoroacetate